but-2-yn-1-yl(2-((2R,3S,4S,5S)-3,4,5-trihydroxy-6-(4-methoxyphenoxy)tetrahydro-2H-pyran-2-yl)ethyl)phosphinic acid C(C#CC)P(O)(=O)CC[C@H]1OC([C@H]([C@H]([C@@H]1O)O)O)OC1=CC=C(C=C1)OC